BrC1=NN(C(=C1C#N)Br)[C@@H]1CN(CC1)C(=O)OC(C)(C)C Tert-butyl (3S)-3-(3,5-dibromo-4-cyanopyrazol-1-yl)pyrrolidine-1-carboxylate